ClC1=C(C=C(C=C1)[C@@H](CN[C@H](C1=CC=CC=C1)[C@@H]1NC2=C(C=CC=C2NC1)C#N)C)CC(=O)O |o1:7| 2-(2-chloro-5-((S or R)-1-(((R)-((R)-8-cyano-1,2,3,4-tetrahydroquinoxalin-2-yl)(phenyl)methyl)amino)propan-2-yl)phenyl)acetic acid